7-(3-methylbenzyl)-4-(2,4-difluorobenzyl)-6,7,8,9-tetrahydroimidazo[1,2-a]pyrido[3,4-e]pyrimidin-5(4H)-one CC=1C=C(CN2CC=3C(N(C=4N(C3CC2)C=CN4)CC4=C(C=C(C=C4)F)F)=O)C=CC1